C(C)OC(C(C)=NNC1=C(C(=CC(=C1)Br)Cl)Cl)=O ethyl-2-(2-(5-bromo-2,3-dichlorophenyl)hydrazono)propanoate